ClC1=CC2=C(N(C(N=C2N2[C@@H]3CN([C@H](C2)C3)C(C=C)=O)=O)C=3C(=NC=CC3C)C(C)C)N=C1C1=C(C=CC=C1)F (M)-6-chloro-7-(2-fluorophenyl)-1-(4-methyl-2-(2-propanyl)-3-pyridinyl)-4-((1S,4S)-5-(2-propenoyl)-2,5-diazabicyclo[2.2.1]heptan-2-yl)pyrido[2,3-d]pyrimidin-2(1H)-one